[Br-].COC1=C(C=C(C=C1)C(C)C1=C(C=CC=C1)P(C1=CC=CC=C1)C1=CC=CC=C1)[N+](=O)[O-] (1-(4-methoxy-3-nitrophenyl)ethyl)triphenylphosphine bromide